3-methylthiophene-2-carboxylic acid CC1=C(SC=C1)C(=O)O